FC1=C(C=CC(=C1F)F)NC1=C(C(=O)N)C=CC=N1 2-((2,3,4-trifluorophenyl)amino)nicotinamide